BrC1=CN=C2C(=C(C(=NC2=C1)NCC1=C(C=C(C=C1)OC)OC)C(=O)OCC)N[C@@](CO[Si](C)(C)C(C)(C)C)(CCCC)C ethyl (R)-7-bromo-4-((1-((tert-butyldimethylsilyl) oxy)-2-methylhexan-2-yl) amino)-2-((2,4-dimethoxybenzyl) amino)-1,5-naphthyridine-3-carboxylate